(R)-ethyl 2-acetoxy-3-(5-hydroxy-2-((2-(2-methoxyphenyl)pyrimidin-4-yl)methoxy)phenyl)propanoate C(C)(=O)O[C@@H](C(=O)OCC)CC1=C(C=CC(=C1)O)OCC1=NC(=NC=C1)C1=C(C=CC=C1)OC